8-methoxy-3H-benzo[f]chromen-3-one COC1=CC2=C(C=3C=CC(OC3C=C2)=O)C=C1